(2S,3S)-2-amino-3-methyl-N-(2-morpholinoethyl)-pentanamide Ditosylate S(=O)(=O)(O)C1=CC=C(C)C=C1.S(=O)(=O)(O)C1=CC=C(C)C=C1.N[C@H](C(=O)NCCN1CCOCC1)[C@H](CC)C